[Si](C)(C)(C(C)(C)C)OCC=1C=C(COC=2C=NC=C(C(=O)[O-])C2)C=CC1 5-((3-(((tert-butyldimethylsilyl)oxy)methyl)benzyl)oxy)nicotinate